FC1=C2C(=CN=C1)N(C(=C2C)C(=O)O)S(=O)(=O)C2=CC=C(C=C2)C 4-fluoro-3-methyl-1-(p-tolylsulfonyl)pyrrolo[2,3-c]pyridine-2-carboxylic acid